tert-Butyl 4-(3-methyl-4-nitrophenyl)piperazine-1-carboxylate CC=1C=C(C=CC1[N+](=O)[O-])N1CCN(CC1)C(=O)OC(C)(C)C